C(C(=C)C)(=O)OCCOC(C1=C(C=C(C=C1)OC)OC)OCCOC(C(=C)C)=O di(2-methacryloyloxyethoxy)-[2,4-dimethoxyphenyl]methane